(2-chloro-4-((2-methylbenzofuran-7-yl)oxy)Phenyl)(4-(((3R,6S)-6-((2-(ethylsulfonyl)ethoxy)methyl)tetrahydro-2H-pyran-3-yl)amino)-7H-Pyrrolo[2,3-d]pyrimidin-5-yl)methanone ClC1=C(C=CC(=C1)OC1=CC=CC=2C=C(OC21)C)C(=O)C2=CNC=1N=CN=C(C12)N[C@H]1CO[C@@H](CC1)COCCS(=O)(=O)CC